ClC1=C(C=C(C=C1)C#N)C[C@@H](C(=O)NC1=CC=C(C=C1)C=1N(C=NC1)C)NC(OC(C)(C)C)=O tert-butyl N-[(1S)-1-[(2-chloro-5-cyano-phenyl)methyl]-2-[4-(3-methylimidazol-4-yl)anilino]-2-oxo-ethyl]carbamate